tert-butyltri-n-butylammonium hydroxide [OH-].C(C)(C)(C)[N+](CCCC)(CCCC)CCCC